FC(CN(C1=CC(=NC=C1)C#CC(C)(O)C)C1=NC2=C(C=3C=CC(=CC13)F)N(N=N2)C)F 4-(4-((2,2-difluoroethyl)(7-fluoro-1-methyl-1H-[1,2,3]triazolo[4,5-c]isoquinolin-5-yl)amino)pyridin-2-yl)-2-methylbut-3-yn-2-ol